(S)-(3-(3-chlorophenyl)-2,7-dimethyl-2,4,5,7-tetrahydro-6H-pyrazolo[3,4-c]pyridin-6-yl)(4-(hydroxymethyl)pyridin-2-yl)methanone ClC=1C=C(C=CC1)C=1N(N=C2[C@@H](N(CCC21)C(=O)C2=NC=CC(=C2)CO)C)C